3-cyclopropyl-1-(3,4-dichlorophenyl)propan-1-ol C1(CC1)CCC(O)C1=CC(=C(C=C1)Cl)Cl